benzyl-L-alaninate hydrochloride Cl.C(C1=CC=CC=C1)N[C@@H](C)C(=O)O